pentanoyl-carnitine C(CCCC)(=O)C(O)(C[N+](C)(C)C)CC([O-])=O